C(C=C)(=O)OC[Si](OC)(C)C acryloxymethyldimethyl-Methoxysilane